COC(=O)C1(C(NC(C(C1C1=C(C=CC=C1)[N+](=O)[O-])(C(=O)OC)C)C)C)C 3,5-dimethyl-2,6-dimethyl-4-(2-nitrophenyl)-1,4-dihydropyridine-3,5-dicarboxylic acid 3,5-dimethyl ester